FC=1C=C(C=CC1)NS(=O)(=O)N1CCN(CC1)C(=O)OC(C)(C)C Tert-Butyl 4-(N-(3-Fluorophenyl)Sulfamoyl)Piperazine-1-Carboxylate